ClC=1C=C2C=3C=C(C=CC3N(C2=CC1)CC)C(=O)NCC1=CC=C(C=C1)S(=O)(=O)CC 6-chloro-9-ethyl-N-(4-(ethylsulfonyl)benzyl)-9H-carbazole-3-carboxamide